sodium (S)-3-(3-(1-methyl-4-oxido-2-oxo-1,2-dihydropyridin-3-yl)ureido)-3-(5-phenylthiophen-2-yl)propanoate CN1C(C(=C(C=C1)[O-])NC(N[C@@H](CC(=O)[O-])C=1SC(=CC1)C1=CC=CC=C1)=O)=O.[Na+].[Na+]